[5-(4-aminocinnolin-7-yl)-2-methoxy-4-(5-methoxythiazol-2-yl)phenyl]boronic acid formic acid salt C(=O)O.NC1=CN=NC2=CC(=CC=C12)C=1C(=CC(=C(C1)B(O)O)OC)C=1SC(=CN1)OC